C(C1=CC=CC=C1)N[C@H](C(=O)OC)CC(C)(C)C Methyl (2s)-2-(benzylamino)-4,4-dimethyl-pentanoate